aminoFormic acid tert-butyl ester C(C)(C)(C)OC(=O)N